N1=CN=C(C2=C1NC=C2)N2CC1CCCC(C2)N1C([C@H](CNC(C)C)C1=CC=C(C=C1)Cl)=O (2S)-1-(3-(7H-pyrrolo[2,3-d]pyrimidin-4-yl)-3,9-diazabicyclo[3.3.1]nonan-9-yl)-2-(4-chlorophenyl)-3-(isopropylamino)propan-1-one